N-Cyclopropyl-2-(2-Fluoro-4-iodoanilino)-5-[[3-Fluoro-2-(2-Methoxyethylsulfamoylamino)Pyridine-4-yl]Methyl]-1-Methyl-6-oxopyridine-3-carboxamide C1(CC1)NC(=O)C1=C(N(C(C(=C1)CC1=C(C(=NC=C1)NS(NCCOC)(=O)=O)F)=O)C)NC1=C(C=C(C=C1)I)F